t-Butyl-4-((2R,5S)-3-(4-cyano-3-(trifluoromethyl)phenyl)-2-(trifluoromethyl)oxazolidin-5-carboxamido)piperidin-1-carboxylat C(C)(C)(C)OC(=O)N1CCC(CC1)NC(=O)[C@@H]1CN([C@H](O1)C(F)(F)F)C1=CC(=C(C=C1)C#N)C(F)(F)F